C(C)O[Si](CCCN1N=NC=C1)(OCC)OCC 1-[3-(Triethoxysilyl)propyl]-1,2,3-triazole